C(C)N(C1=CC(=C(C(=O)C2=C(C(=O)OCCNC(CCN3C(C=CC3=O)=O)=O)C=CC=C2)C=C1)O)CC 2-[4-(diethylamino)-2-hydroxy-benzoyl]benzoic acid, 2-[3-(2,5-dioxopyrrol-1-yl)propanoylamino]ethyl ester